N(=[N+]=[N-])C1=CC(=C(C=C1)OC)OC 4-azido-1,2-dimethoxybenzene